4-(4-fluorophenylaminocarbonyl)-2,2,3,3,4,4-hexafluorobutyrate FC1=CC=C(C=C1)NC(=O)C(C(C(C(=O)[O-])(F)F)(F)F)(F)F